6-(3,5-difluoroanilino)-N-(7,7-dimethyl-2-oxabicyclo[3.2.0]heptan-6-yl)-3-methoxy-pyridine-2-carboxamide FC=1C=C(NC2=CC=C(C(=N2)C(=O)NC2C3CCOC3C2(C)C)OC)C=C(C1)F